Br/C(/C(=O)OCC(C)C)=C(/C(=O)OCC(C)C)\Br di-isobutyl 2,3-dibromomaleate